tert-butyl (2-(4-amino-2-(4,6-dimethylpyrimidin-5-yl)phenoxy)ethyl)(2-methoxyethyl)carbamate NC1=CC(=C(OCCN(C(OC(C)(C)C)=O)CCOC)C=C1)C=1C(=NC=NC1C)C